2'-bromo-6-chloro-5'-(5-chloro-2-methylphenyl)-1'-isopropyl-1'H-spiro[indoline-3,6'-pyrrolo[3,4-b]pyrrole]-2,4'(5'H)-dione BrC1=CC2=C(N1C(C)C)C1(N(C2=O)C2=C(C=CC(=C2)Cl)C)C(NC2=CC(=CC=C21)Cl)=O